(E)-2-(1-(4-bromo-2-(2-methoxyvinyl)phenyl)pyrrolidin-3-yloxy)-3-chloropyridine BrC1=CC(=C(C=C1)N1CC(CC1)OC1=NC=CC=C1Cl)\C=C\OC